CN(CCC1=CNC2=CC=C(C=C12)S(=O)(=O)C)C N,N-dimethyl-2-(5-(methylsulfonyl)-1H-indol-3-yl)ethan-1-amine